3-[4-[(2,2-difluoroacetyl)amino]phenyl]-N-methyl-imidazo[1,2-a]pyrazine-6-carboxamide FC(C(=O)NC1=CC=C(C=C1)C1=CN=C2N1C=C(N=C2)C(=O)NC)F